1-(2-isopropyl-4-methylpyridin-3-yl)-4-(1-((3-(trifluoromethyl)azetidin-1-yl)methyl)-3-vinyl-5,6-dihydroimidazo[1,5-a]pyrazin-7(8H)-yl)pyrido[2,3-d]pyrimidin-2(1H)-one C(C)(C)C1=NC=CC(=C1N1C(N=C(C2=C1N=CC=C2)N2CC=1N(CC2)C(=NC1CN1CC(C1)C(F)(F)F)C=C)=O)C